3-amino-2-fluoro-N-(2-iodo-4-(perfluoropropan-2-yl)-6-((trifluoromethyl)thio)phenyl)benzamide 1H-imidazol-1-yl-(1,3-dioxoisoindolin-2-yl)carbamate N1(C=NC=C1)N(C(O)=O)N1C(C2=CC=CC=C2C1=O)=O.NC=1C(=C(C(=O)NC2=C(C=C(C=C2SC(F)(F)F)C(C(F)(F)F)(C(F)(F)F)F)I)C=CC1)F